CCCCCCCCCCCCCC/C=C\OC[C@H](COP(=O)([O-])OCC[N+](C)(C)C)OC(=O)CCCCCCC/C=C\CCCC 1-(1Z-hexadecenyl)-2-(9Z-tetradecenoyl)-glycero-3-phosphocholine